C1(=CC=CC=C1)C=CCC=CC1=CC=CC=C1 1,5-diphenyl-penta-1,4-diene